4-[(4-hydroxy-3-pyridinyl)sulfonyl]benzoic acid OC1=C(C=NC=C1)S(=O)(=O)C1=CC=C(C(=O)O)C=C1